O1C2=C(OCC1)C=C(C=C2)CN2CCN(CC2)CC=2C(=C1CN(C(C1=CC2F)=O)C2C(NC(CC2)=O)=O)F 3-(5-((4-((2,3-dihydrobenzo[b][1,4]dioxin-6-yl)methyl)piperazin-1-yl)methyl)-4,6-difluoro-1-oxoisoindolin-2-yl)piperidine-2,6-dione